stannanone [SnH2]=O